(2-(3,4-dimethoxyphenyl)-3-ethyl-1H-indol-5-yl)(4-(pyridin-2-yl)piperazin-1-yl)methanone COC=1C=C(C=CC1OC)C=1NC2=CC=C(C=C2C1CC)C(=O)N1CCN(CC1)C1=NC=CC=C1